C1(CCC1)CN1C(N(CC12CCC(CC2)(C2=CC=CC=C2)N(C)C)C2=C(C(=O)N)C=CC=C2)=O Cis-2-[1-(cyclobutyl-methyl)-8-dimethylamino-2-oxo-8-phenyl-1,3-diazaspiro[4.5]decan-3-yl]-benzamide